6-methyl-N-((1-p-toluenesulfonyl-1H-1,2,3-triazol-4-yl)methyl)pyrazine-2-carboxamide CC1=CN=CC(=N1)C(=O)NCC=1N=NN(C1)S(=O)(=O)C1=CC=C(C)C=C1